(S)-N-[1-(aminocarbonyl)propyl]-4-bromobutylamide NC(=O)[C@H](CC)[N-]CCCCBr